C(C1=CN=CC=C1)(=O)OC1=C(C(=CC(=C1)Cl)C=NC1=CC=C(C=C1)CN(CC)CC)OC(C(C)C)=O 5-chloro-3-((4-((di-ethylamino)methyl)phenylimino)methyl)-2-(isobutyryloxy)phenyl nicotinate